CC(=O)N[C@H](CCC(=O)N)C(=O)O The molecule is an N(2)-acetylglutamine that has D-configuration. It is a N-acetyl-D-amino acid and a N(2)-acetylglutamine. It is a conjugate acid of a N-acetyl-D-glutaminate. It is an enantiomer of a N-acetyl-L-glutamine.